N=1N=NN2C1C=CC=C2 tetrazolo[1,5-a]pyridine